C(CCCCCCCCCC=C)[Si](Cl)(Cl)C(C)C 11-dodecenylisopropyl-dichlorosilane